OC1=C(C(OC1C1OC2(OC1)C1CC3CC(CC2C3)C1)=O)[O-].[Ca+2].OC1=C(C(OC1C1OC3(OC1)C1CC2CC(CC3C2)C1)=O)[O-] calcium 4-hydroxy-2-oxo-5-((1r,3r,5r,7r)-spiro[adamantane-2,2'-[1,3]dioxolan]-4'-yl)-2,5-dihydrofuran-3-olate